2-[[4-[5-cycloprop-yl-3-methyl-2-(2H-tetrazol-5-yl)phenyl]piperazin-1-yl]-methyl]-1,3-benzo-thiazole C1(CC1)C=1C=C(C(=C(C1)N1CCN(CC1)CC=1SC2=C(N1)C=CC=C2)C=2N=NNN2)C